CN1C(=NC2=C1C=C(C=C2C2=CC=C(C=C2)CN2CCOCC2)C2=CC=C(C=C2)CN2CCOCC2)C2CCN(CC2)S(=O)(=O)C 4,4'-(((1-methyl-2-(1-(methylsulfonyl)piperidin-4-yl)-1H-benzo[d]imidazole-4,6-diyl)bis(4,1-phenylene))bis(methylene))dimorpholine